OCC1(CCOCC1)NC(=O)C1=C(OC2=C1C=C(C=C2)OCC2=NC=CC=C2)C N-(4-(hydroxymethyl)tetrahydro-2H-pyran-4-yl)-2-methyl-5-(pyridin-2-ylmethoxy)benzo-furan-3-carboxamide